1-(4-nitrosophenyl)ethane N(=O)C1=CC=C(C=C1)CC